behenyl 3,3'-thiodipropionate S(CCC(=O)[O-])CCC(=O)OCCCCCCCCCCCCCCCCCCCCCC